NC=1C=C(C=C2C=C(N=CC12)NC(=O)[C@H]1[C@@H](C1)C#N)N1C(OC=C1C)=O |r| (+-)-(trans)-N-[8-amino-6-(4-methyl-2-oxo-oxazol-3-yl)-3-isoquinolinyl]-2-cyano-cyclopropanecarboxamide